(2R,4R)-4-amino-2-(4-boronobutyl)pyrrolidine-2-carboxylic acid N[C@@H]1C[C@@](NC1)(C(=O)O)CCCCB(O)O